NC1(CC(=CC=C1N)C1=CC=C(N)C=C1)N 3,3-diaminobenzidine